4-(2-methoxyethylthio)-2,5-dimethoxy-phenethylamine COCCSC1=CC(=C(CCN)C=C1OC)OC